BrC=1C=2C=C3N(C2C(=C(C1)Cl)Cl)CCNC3=O 9-bromo-6,7-dichloro-3,4-dihydro-2H-pyrazino[1,2-a]indol-1-one